N-(2-methoxy-4-(7-methoxyimidazo[1,2-a]pyridin-3-yl)phenyl)-5-nitrofuran-2-carboxamide COC1=C(C=CC(=C1)C1=CN=C2N1C=CC(=C2)OC)NC(=O)C=2OC(=CC2)[N+](=O)[O-]